C(C1=CC=CC=C1)C1CCN(CC1)C(=O)C=1C=CC2=C(NC(C3=C(N2)C=CC(=C3)C3=CC=C(C=C3)S(=O)(=O)C)=O)C1 8-(4-Benzylpiperidine-1-carbonyl)-2-(4-(methylsulfonyl)phenyl)-5,10-dihydro-11H-dibenzo[b,e][1,4]diazepin-11-one